N1=CNC2=C1C(=CC=C2)CNCCC2=C(C=C(C(=C2)OC)Br)OC N-[(benzimidazol-7-yl)methyl]-1-(2,5-dimethoxy-4-bromophenyl)-2-aminoethane